CN1C=2C=3N=CC=C(CCCCC(C(NC2C=N1)=O)C)C3 3,9-dimethyl-3,4,7,17-tetraazatricyclo[12.3.1.02,6]Octadecan-1(18),2(6),4,14,16-pentaen-8-one